CNC=1NC(C=2N=CN([C@H]3[C@](O)([C@H](O)[C@@H](CO)O3)C)C2N1)=O N2,2'-dimethylguanosine